((1S,6R,7R)-7-(2-fluorophenyl)-3-(3-(3-methoxyquinoxalin-6-yl)-1H-pyrazolo[3,4-b]pyrazin-6-yl)-3-azabicyclo[4.1.0]heptan-7-yl)methanamine FC1=C(C=CC=C1)[C@]1([C@@H]2CCN(C[C@H]12)C1=CN=C2C(=N1)NN=C2C=2C=C1N=C(C=NC1=CC2)OC)CN